ClC=1C=C(OC2CCC(CC2)C2(CC2)C(=O)O)C=CC1C#N (4-(3-chloro-4-cyanophenoxy)cyclohexyl)cyclopropane-1-carboxylic acid